7-chloro-2-[(1S,2R)-2-(6-fluoro-2,3-dimethylphenyl)-1-(5-oxo-4H-1,3,4-oxadiazol-2-yl)propyl]-3,4-dihydro-5,1lambda6,2-benzoxathiazepine-1,1-dione ClC=1C=CC2=C(OCCN(S2(=O)=O)[C@@H]([C@H](C)C2=C(C(=CC=C2F)C)C)C=2OC(NN2)=O)C1